C1=CC(=CC=C1/C=C/C(=C\\2/C(=C(C(=O)C(C2=O)([C@H]3[C@@H]([C@H]([C@@H]([C@H](O3)CO)O)O)O)O)[C@H]4[C@@H]([C@H]([C@@H]([C@H](O4)CO)O)O)O)O)/O)O The molecule is a C-glycosyl compound that is 3,4,5-trihydroxycyclohexa-2,5-dien-1-one which is substituted by beta-D-glucosyl groups at positions 2 and 4, and by a p-hydroxycinnamoyl group at position 6. It is the main bioactive compound of a traditional Chinese medicine obtained from safflower (Carthamus tinctorius). It has a role as an anti-inflammatory agent, an antioxidant, a platelet aggregation inhibitor, an antineoplastic agent, a radical scavenger, an EC 3.2.1.48 (sucrose alpha-glucosidase) inhibitor, a neuroprotective agent and a plant metabolite. It is a C-glycosyl compound, a member of phenols, an enone and an enol.